tert-butyl 6-chloro-3,4-dihydro-1,7-naphthyridine-1(2H)-carboxylate ClC=1C=C2CCCN(C2=CN1)C(=O)OC(C)(C)C